1-decyl-1-ethylpyrrolidinium cyanide [C-]#N.C(CCCCCCCCC)[N+]1(CCCC1)CC